ClC=1C=C2C=C(NC2=CC1OCC=1N=CSC1)CNC(=O)N1[C@@H](CC1)CO (S)-N-((5-chloro-6-(thiazol-4-ylmethoxy)-1H-indol-2-yl)methyl)-2-(hydroxymethyl)azetidine-1-carboxamide